2-(2-Ethyl-4-fluorophenyl)-2-(3-(4-(5,6,7,8-tetrahydro-1,8-naphthyridin-2-yl)butoxy)azetidin-1-yl)acetic acid C(C)C1=C(C=CC(=C1)F)C(C(=O)O)N1CC(C1)OCCCCC1=NC=2NCCCC2C=C1